1-(3-(tert-butyl)-1-(4-methoxyphenyl)-1H-pyrazol-5-yl)-3-(2-(methylthio)-4-((3-oxo-3,4-dihydropyrido[2,3-b]pyrazin-8-yl)oxy)phenyl)urea C(C)(C)(C)C1=NN(C(=C1)NC(=O)NC1=C(C=C(C=C1)OC1=CC=NC=2NC(C=NC21)=O)SC)C2=CC=C(C=C2)OC